O=C1NC(CN1)=O 2,5-dioxoimidazolidin